NCCNC(=O)C1=NN=C(N1C1=CC=C(C=C1)CC1CCN(CC1)S(=O)(=O)C)C1=C(C=C(C(=C1)C(C)C)OCC1=CC=CC=C1)OCC1=CC=CC=C1 (2-Aminoethyl)-5-(2,4-bis(benzyloxy)-5-isopropylphenyl)-4-(4-((1-(methylsulfonyl)piperidin-4-yl)methyl)phenyl)-4H-1,2,4-triazole-3-carboxamide